2-(2,4-difluorophenyl)-1-(1H-1,2,4-triazol-1-yl)-3-(1H-1,2,3,4-tetrazol-1-yl)-2-propanol FC1=C(C=CC(=C1)F)C(CN1N=CN=C1)(CN1N=NN=C1)O